N-[2-methoxy-4-(1,3,5-trimethylpyrazol-4-yl)phenyl]carbamic acid tert-butyl ester C(C)(C)(C)OC(NC1=C(C=C(C=C1)C=1C(=NN(C1C)C)C)OC)=O